(R)-tert-butyl 3-(4-(3H-[1,2,3]triazolo[4,5-b]pyridin-3-yl)-2-fluoro-N-(3-(3-hydroxy-3-methylbut-1-yn-1-yl)pyridin-2-yl)benzamido)piperidine-1-carboxylate N1=NN(C2=NC=CC=C21)C2=CC(=C(C(=O)N(C1=NC=CC=C1C#CC(C)(C)O)[C@H]1CN(CCC1)C(=O)OC(C)(C)C)C=C2)F